NCCCCCCN1C(=CC=2C1=NC(=CC2)C=2C(=NC=CC2)C(=O)O)C2=NC1=C(N2C)C(=CC(=C1)C(=O)OC)OC 3-(1-(6-aminohexyl)-2-(7-methoxy-5-(methoxycarbonyl)-1-methyl-1H-benzo[d]imidazol-2-yl)-1H-pyrrolo[2,3-b]pyridin-6-yl)picolinic acid